2-(3,3-dimethylbutylamino)-5-nitro-benzenesulfonamide CC(CCNC1=C(C=C(C=C1)[N+](=O)[O-])S(=O)(=O)N)(C)C